4-chloro-5-(3-(6-(methyl(1-methyl-1H-indazol-6-yl)amino)-2-azaspiro[3.3]heptan-2-yl)propyl)pyridazin-3(2H)-one (2R)-2-(benzyloxy)propyl-4-methylbenzene-1-sulfonate C(C1=CC=CC=C1)O[C@@H](COS(=O)(=O)C1=CC=C(C=C1)C)C.ClC=1C(NN=CC1CCCN1CC2(C1)CC(C2)N(C2=CC=C1C=NN(C1=C2)C)C)=O